(s)-2-(4-methoxyphenyl)-5-(1-((4-methoxypyridin-2-yl)methyl)piperidin-3-yl)-2,4-dihydro-3H-1,2,4-triazol-3-one COC1=CC=C(C=C1)N1N=C(NC1=O)[C@@H]1CN(CCC1)CC1=NC=CC(=C1)OC